NC1=NC2=CC=C(C=C2C=C1C)C(=O)N(CC1=NC=C(C=C1)C(F)(F)F)[C@H]1C[C@@H]2CCC[C@@H]2CC1 2-amino-3-methyl-N-((3aS,5R,7aR)-octahydro-1H-inden-5-yl)-N-((5-(trifluoromethyl)-2-pyridinyl)methyl)-6-quinolinecarboxamide